C(#N)CNC(COC1=C(C=CC(=C1)C=O)[N+](=O)[O-])=O N-(CYANOMETHYL)-2-(5-FORMYL-2-NITROPHENOXY)ACETAMIDE